2,6-dibromobenzaldehyde BrC1=C(C=O)C(=CC=C1)Br